C(C=C)(=O)OCCOC1=CC=C(C(=O)C2=CC=C(C=C2)Br)C=C1 4-[(2-acryloxy)ethoxy]-4'-bromobenzophenone